[B].[Fe].[Co] cobalt iron-boron